2-amino-5-(2,3-difluoro-4-(((R)-2-methylpyrrolidin-1-yl)methyl)phenyl)-N-((1R,4R)-4-hydroxy-4-methylcyclohexyl)nicotinamide NC1=C(C(=O)NC2CCC(CC2)(C)O)C=C(C=N1)C1=C(C(=C(C=C1)CN1[C@@H](CCC1)C)F)F